BrC1=CC=C(C(=O)[C@H]2[C@@H](CCCC2)C(=O)O)C=C1 (1R,2R)-2-(4-bromobenzoyl)cyclohexanecarboxylic acid